O=C1N(C(C2=CC=CC=C12)=O)CC(C(=O)NC1=CC=2C(=CN=CC2)S1)C1=CC=C(C=C1)CCO[Si](C(C)C)(C(C)C)C(C)C 3-(1,3-Dioxoisoindolin-2-yl)-N-(thieno[2,3-c]pyridin-2-yl)-2-(4-(2-((triisopropylsilyl)oxy)ethyl)phenyl)propanamide